C(C)(C)(C)OC(=O)N1CC2(C(CC1)=NN(C2=O)C)CC2=CC=CC=C2 3a-Benzyl-2-methyl-3-oxo-2,3,3a,4,6,7-hexahydro-5H-pyrazolo[4,3-c]pyridine-5-carboxylic acid tert-butyl ester